2-(pyridin-2-ylamino)pyrimidine-5-carboxylic acid N1=C(C=CC=C1)NC1=NC=C(C=N1)C(=O)O